4-amino-1-[(2R,3R,4S,5R)-4-(benzyloxy)-5-[(benzyloxy)methyl]-5-(difluoromethyl)-3-[(phenoxy-methanethioyl)oxy]oxolan-2-yl]-5-fluoropyrimidin-2-one NC1=NC(N(C=C1F)[C@@H]1O[C@]([C@H]([C@H]1OC(=S)OC1=CC=CC=C1)OCC1=CC=CC=C1)(C(F)F)COCC1=CC=CC=C1)=O